C(C1=CC=CC=C1)OC1=C(N2C(C3=C(C=CC=C13)N1CCOCC1)=NC=N2)C(=O)O 6-(benzyloxy)-10-morpholino-[1,2,4]triazolo[5,1-a]isoquinoline-5-carboxylic acid